bis-bromomethyl-1,3-propanediol BrCC(CO)(CO)CBr